C1=CC=CC=2C3=CC=CC=C3C(C12)COC(=O)N[C@H](C(=O)O)[C@@H]1C[C@H](CCC1)O (2S)-({[(9H-fluoren-9-yl)methoxy]carbonyl}amino)[(1S,3S)-3-hydroxycyclohexyl]acetic acid